5-amino-3-[(3R)-3-methoxybutyl]-1-methyl-benzimidazol-2-one NC1=CC2=C(N(C(N2CC[C@@H](C)OC)=O)C)C=C1